2,6-bis(1,1-dimethylethyl)-4-ethylphenol CC(C)(C)C1=C(C(=CC(=C1)CC)C(C)(C)C)O